FC1=C(C=CC(=C1)N1CC(CCC1)NC)NC(=O)C=1C(=CC=2N(C1)C=C(N2)C)OC N-(2-fluoro-4-(3-(methylamino)piperidin-1-yl)phenyl)-7-methoxy-2-methylimidazo[1,2-a]pyridine-6-carboxamide